FC=1C=C(CN(C(=O)C2CCN(CC2)C2=NC=C(C(=N2)C2=C(C=NN2C)C)F)C)C=C(C1)F N-(3,5-difluorobenzyl)-1-(4-(1,4-dimethyl-1H-pyrazol-5-yl)-5-fluoropyrimidin-2-yl)-N-methylpiperidine-4-carboxamide